tert-butyl (1R,5S,6r)-6-{4-[1-(cyclopropylmethyl)-1H-pyrazol-3-yl]-5-methyl-1,2-oxazol-3-yl}-3-azabicyclo[3.1.0]hexane-3-carboxylate C1(CC1)CN1N=C(C=C1)C=1C(=NOC1C)C1[C@H]2CN(C[C@@H]12)C(=O)OC(C)(C)C